3-((1S,4S)-5-methyl-2,5-diazabicyclo[2.2.1]Hept-2-yl)benzene-1,2-diamine CN1[C@@H]2CN([C@H](C1)C2)C2=C(C(=CC=C2)N)N